4-(acetylamino)-N-(4-fluorophenyl)-1H-pyrazole C(C)(=O)NC=1C=NN(C1)C1=CC=C(C=C1)F